2-(4-methoxyphenyl)-3-oxo-isoindoline-1-carbonitrile COC1=CC=C(C=C1)N1C(C2=CC=CC=C2C1=O)C#N